N1C(CSCC2=C1C=CC=C2)=O 1,5-dihydro-4,1-benzothiazepin-2-one